N-(2-methylpropyl)-2-thioxo-1,2-dihydropyridine-3-carboxamide CC(CNC(=O)C=1C(NC=CC1)=S)C